C(CC)OC1CC(N(C(C1)(C)C)O)(C)C 4-propoxy-2,2,6,6-tetramethylpiperidin-1-ol